Br.BrCC(=O)C1=NC(=NC=C1)SC 2-bromo-1-[2-(methylsulfanyl)pyrimidin-4-yl]Ethanone hydrobromide